1-bromo-7-methyl-3-methylen-6-octen-4-yl p-tolyl sulfone C1(=CC=C(C=C1)S(=O)(=O)C(C(CCBr)=C)CC=C(C)C)C